NC1=NC=CC2=C(C=CC=C12)C=1C=C2C(=NNC2=CC1)COC1=C(C=CC=C1)CC(=O)O 2-(2-((5-(1-aminoisoquinolin-5-yl)-1H-indazol-3-yl)methoxy)phenyl)acetic acid